CS(=O)(=O)C1=CC=C(C=C1)N1NC(=CC1)C1=CC=C(C=C1)Cl 1-(p-methylsulfonylphenyl)-3-(p-chlorophenyl)pyrazoline